FC=1C=C(C(=NC1)N1CCOCC1)CN (5-fluoro-2-morpholinopyridin-3-yl)methanamine